4-cyclopropylbenzenamine C1(CC1)C1=CC=C(C=C1)N